(3-(4-chloropyridin-2-yl)oxetan-3-yl)-2-methylpropane-2-sulfinamide ClC1=CC(=NC=C1)C1(COC1)CC(C)(S(=O)N)C